1-((1-ethyl-1H-imidazole-5-yl)methyl)-1H-benzo[d]Imidazole-6-carboxylic acid methyl ester COC(=O)C=1C=CC2=C(N(C=N2)CC2=CN=CN2CC)C1